tert-butyl (2S)-2-((4-(2-(4-((2-(1-hydroxyethyl)pyrimidin-5-yl)oxy)phenyl)propan-2-yl)phenoxy)methyl)azetidine-1-Carboxylate OC(C)C1=NC=C(C=N1)OC1=CC=C(C=C1)C(C)(C)C1=CC=C(OC[C@H]2N(CC2)C(=O)OC(C)(C)C)C=C1